N-(6-amino-5-methyl-3-pyridyl)-2-[(2S,5R)-5-methyl-2-Thiazolo[5,4-b]pyridin-6-yl-1-piperidyl]-2-oxo-acetamide NC1=C(C=C(C=N1)NC(C(=O)N1[C@@H](CC[C@H](C1)C)C=1C=C2C(=NC1)SC=N2)=O)C